FC1=CC=C(C=C1)N1CCN(C2=CC=CC=C12)C[C@H]1CN(CC1)C (R)-4-(4-fluorophenyl)-N-((1-methylpyrrolidin-3-yl)methyl)-3,4-dihydroquinoxaline